C(C)S(=O)(=O)NC1CC2(C1)CCN(CC2)C[C@@H]2CNCC2 (S)-3-((2-(ethanesulfonamido)-7-azaspiro[3.5]nonan-7-yl)methyl)pyrrolidin